C(C)(C)(C)OC(CN(C=1C=2N(N=C(C1)N1CCN(CC1)C)C(=CN2)C(F)(F)F)CC2=CC=C(C=C2)OC)=O.BrC2=C(C=CC(=C2)Cl)S(=O)C 2-bromo-4-chloro-1-(methylsulfinyl)benzene tert-butyl-N-(4-methoxybenzyl)-N-(6-(4-methylpiperazin-1-yl)-3-(trifluoromethyl)imidazo[1,2-b]pyridazin-8-yl)glycinate